N1N=CC=2N1C1=CC=CC=C1C(N2)=O [1,2,3]triazolo[1,5-a]quinazolin-5-one